FC=1C=C(CNCCCCOCCNC2=NC3=C(C4=CN=CC=C24)C=CC(=C3)C(=O)N)C=C(C1)CO 5-((2-(4-((3-fluoro-5-(hydroxymethyl)benzyl)amino)butoxy)ethyl)amino)benzo[c][2,6]naphthyridine-8-carboxamide